r-biphenyl-4,4'-dicarboxylic acid C1(=CC=C(C=C1)C(=O)O)C1=CC=C(C=C1)C(=O)O